NCC(CO)C 3-amino-2-methyl-propan-1-ol